ClC1=NC=C(C(=N1)OC1=NC=2C=CC3=C(C2C=C1)C1=C(S3)C(NC(C(N1)([2H])[2H])([2H])C([2H])([2H])[2H])=O)COCC 3-((2-chloro-5-(ethoxymethyl)pyrimidin-4-yl)oxy)-10-(methyl-d3)-9,10,11,12-tetrahydro-8H-[1,4]diazepino[5',6':4,5]thieno[3,2-f]quinolin-8-one-10,11,11-d3